(2-(1,3-dioxolan-2-yl)-4-(4,4,5,5-tetramethyl-1,3,2-dioxaborolan-2-yl)phenoxy)(tert-butyl)dimethylsilane O1C(OCC1)C1=C(O[Si](C)(C)C(C)(C)C)C=CC(=C1)B1OC(C(O1)(C)C)(C)C